FC(CP(OC1=C(C=CC=C1)C1CCCCC1)([O-])=O)(F)F cyclohexylphenyl (2,2,2-trifluoroethyl)phosphonate